FC(COC=1N=C2C(=C(C=NC2=CC1)NC(=O)NC=1C=NC(=C(C1)C(F)(F)F)N1N=CC=N1)C(C)C)F N-(6-(2,2-difluoroethoxy)-4-(propan-2-yl)-1,5-naphthyridin-3-yl)-N'-(6-(2H-1,2,3-triazol-2-yl)-5-(trifluoromethyl)pyridin-3-yl)urea